3-(2-chloro-5-fluorophenyl)-4-nitro-6-(thiazol-2-yl)-1-(trifluoromethyl)isoindoline-2-carboxylic acid tert-butyl ester C(C)(C)(C)OC(=O)N1C(C2=CC(=CC(=C2C1C1=C(C=CC(=C1)F)Cl)[N+](=O)[O-])C=1SC=CN1)C(F)(F)F